C(C)N(C(=O)C1=CC2=C(N=C(N=C2)C)N=C1N1CCCC1)C N-ethyl-N,2-dimethyl-7-(pyrrolidin-1-yl)pyrido[2,3-d]pyrimidine-6-carboxamide